BrC=1C=CC(=NC1)N1CC2C(C1)CC(C2)(C)NC(C2=NC(=CC(=C2F)C)C)=O N-(2-(5-bromopyridin-2-yl)-5-methyloctahydrocyclopenta[c]pyrrol-5-yl)-3-fluoro-6-methylmethylpicolinamide